n-tetradecanesulfonic acid C(CCCCCCCCCCCCC)S(=O)(=O)O